C(C)(C)C1(NC(=NC(=N1)NC1=CC(=CC=C1)COC)C1=CC=CC=C1)N 2-isopropyl-N4-(3-(methoxymethyl)phenyl)-6-phenyl-1,3,5-triazine-2,4-diamine